COCC=CO methoxypropenyl alcohol